((3-(4-(methoxycarbonyl)-3-(trifluoromethyl)phenyl)-6-oxopyridazin-1(6H)-yl)methyl)triphenylphosphine COC(=O)C1=C(C=C(C=C1)C1=NN(C(C=C1)=O)CC1=C(C=CC=C1)P(C1=CC=CC=C1)C1=CC=CC=C1)C(F)(F)F